C(C1=CC=CC=C1)(=O)OC[C@]1(O[C@H](COC1)N1C(N=C(C=C1)NC(C1=CC=CC=C1)=O)=O)CO [(2S,6R)-6-(4-benzamido-2-oxo-pyrimidin-1-yl)-2-(hydroxymethyl)-1,4-dioxan-2-yl]-methyl benzoate